(R)-5-(6-((1-(azetidin-3-yl)piperidin-3-yl)amino)-4-methylpyridazin-3-yl)benzo[b]thiophen-4-ol N1CC(C1)N1C[C@@H](CCC1)NC1=CC(=C(N=N1)C1=C(C2=C(SC=C2)C=C1)O)C